2-(3-(4-amino-3-(4-phenoxyphenyl)-1H-pyrazolo[3,4-d]pyrimidin-1-yl)azetidine-1-carbonyl)-3,4,5,6-tetrafluorobenzenesulfonamide NC1=C2C(=NC=N1)N(N=C2C2=CC=C(C=C2)OC2=CC=CC=C2)C2CN(C2)C(=O)C2=C(C(=C(C(=C2F)F)F)F)S(=O)(=O)N